ClC1=C(C=CC=C1C1=NC=CC(=C1Cl)C1=NC(=C(C=C1)CNC[C@@H]1NC(CC1)=O)OC)NC(=O)C=1SC(=CN1)CN1C[C@H](CC1)O N-(2-chloro-3-(3'-chloro-6-methoxy-5-(((((R)-5-oxopyrrolidin-2-yl)methyl)amino)methyl)-[2,4'-bipyridin]-2'-yl)phenyl)-5-(((S)-3-hydroxypyrrolidin-1-yl)methyl)thiazole-2-carboxamide